C(#N)C1(CC(C1)(F)F)COC=1C=C(C=2N(C1)N=CC2C#N)C=2C=NC(=CC2)N2CC1N(C(C2)C1)CC=1C=NC(=CC1)OC 6-((1-cyano-3,3-difluorocyclobutyl)methoxy)-4-(6-(6-((6-methoxypyridin-3-yl)methyl)-3,6-diazabicyclo[3.1.1]heptan-3-yl)pyridin-3-yl)pyrazolo[1,5-a]pyridine-3-carbonitrile